CC([C@@H](C(=O)N1[C@@H]([C@H]2C([C@H]2C1)(C)C)C(=O)NNCCC(=O)N)NC(C(F)(F)F)=O)(C)C 3-[2-[(1R,2S,5S)-3-[(2S)-3,3-dimethyl-2-[(2,2,2-trifluoroacetyl)amino]butanoyl]-6,6-dimethyl-3-azabicyclo[3.1.0]hexane-2-carbonyl]hydrazino]propanamide